C(CCC\C=C/C\C=C/C\C=C/C\C=C/CCCCC)(=O)O.[Mg] magnesium arachidonic acid